sodium monooleate C(CCCCCCC\C=C/CCCCCCCC)(=O)[O-].[Na+]